N-Boc-2,2-dimethyl-4-aminobutyric acid C(=O)(OC(C)(C)C)NCCC(C(=O)O)(C)C